O[C@@H]1CO[C@H]2[C@@H]1OC[C@H]2OCCCNC2=CN=C(N(C2=O)CC(=O)O)C2=CC=CC=C2 2-(5-((3-(((3R,3aR,6R,6aR)-6-hydroxyhexahydrofuro[3,2-b]furan-3-yl)oxy)propyl)amino)-6-oxo-2-phenylpyrimidin-1(6H)-yl)acetic acid